C(CC=CC=CCCCCCCCC)(=O)O tetradecane-3,5-dienoic acid